1,4-bis(hydroxyethyl)piperazine OCCN1CCN(CC1)CCO